tert-Butyl 6-(benzyloxy)-1-[(E)-2-(5-hydroxy-4-methoxy-2-methylphenyl)ethenyl]-7-methoxy-3,4-dihydroisoquinoline-2(1H)-carboxylate C(C1=CC=CC=C1)OC=1C=C2CCN(C(C2=CC1OC)\C=C\C1=C(C=C(C(=C1)O)OC)C)C(=O)OC(C)(C)C